The molecule is a 2-oxo monocarboxylic acid anion that is the conjugate base of (3S)-3-methyl-2-oxo-3-phenylpropanoic acid, obtained by deprotonation of the carboxy group. It is a conjugate base of a (3S)-3-methyl-2-oxo-3-phenylpropanoic acid. C[C@@H](C1=CC=CC=C1)C(=O)C(=O)[O-]